ClC1=C2CCN(CC2=CC(=N1)Cl)C(=O)OCC1=CC=CC=C1 benzyl 5,7-dichloro-3,4-dihydro-2,6-naphthyridine-2(1H)-carboxylate